(E)-3-((4-chloro-1-methyl-1H-pyrazol-5-yl)methyl)-2-(2-fluoro-3-(1H-1,2,3-triazol-4-yl)allyl)isoindolin-1-one dimethylaminoethyl-ACRYLATE isopropyl-(D)-2-aminopropionate C(C)(C)OC([C@@H](C)N)=O.CN(C)CCOC(C=C)=O.ClC=1C=NN(C1CC1N(C(C2=CC=CC=C12)=O)C/C(=C\C=1N=NNC1)/F)C